6-(4-Fluoro-3-methyl-phenyl)-3-methyl-1-(2-oxobutyl)imidazo[4,5-b]pyridin FC1=C(C=C(C=C1)C=1C=C2C(=NC1)N(CN2CC(CC)=O)C)C